C(C1=CC=CC=C1)OC(=O)N1[C@H]2[C@H](N(C[C@@H]1CC2)C(=O)C2(CCCCC2)C2=CC=CC=C2)C(=O)O (1R,2S,5S)-8-((benzyloxy)carbonyl)-3-(1-phenylcyclohexane-1-carbonyl)-3,8-diazabicyclo[3.2.1]octane-2-carboxylic acid